C(C)(C)(C)OC(=O)N(C1C[C@H]2CCC[C@@H](C1)N2C(=O)OCCOC)C 2-methoxyethyl (1R,3s,5S)-3-((tert-butoxycarbonyl)(methyl)amino)-9-azabicyclo[3.3.1]nonane-9-carboxylate